Cl.C[C@@H]1CNCC[C@H]1NC=1C=C2C=NN(C2=CC1)C1C(NC(CC1)=O)=O 3-(5-(((3R,4R)-3-methylpiperidin-4-yl)amino)-1H-indazol-1-yl)piperidine-2,6-dione HCl